4-(Chloro-methyl)-N,N-dimethyl-benzamide ClCC1=CC=C(C(=O)N(C)C)C=C1